O=C1NC(CCC1N1C(C2=CC=C(C=C2C1=O)N1CC(CC1)CC=O)=O)=O [1-[2-(2,6-Dioxopiperidin-3-yl)-1,3-dioxoisoindol-5-yl]pyrrolidin-3-yl]acetaldehyde